NC=1C=C(C=2CC(CC2C1)CN1CCC2(CN(C(O2)=O)C2=NC3=C(OCC(N3)=O)N=C2)CC1)C#N 6-amino-2-[[2-oxo-3-(3-oxo-4H-pyrazino[2,3-b][1,4]oxazin-6-yl)-1-oxa-3,8-diazaspiro[4.5]decan-8-yl]methyl]indane-4-carbonitrile